C(CCCCCCCCCCC)(=O)C(CC[Na])O lauroyl-hydroxypropyl-sodium